N1(CCC1)S(=O)(=O)C1=CC=C(O1)C(=O)O[Li] [5-(azetidin-1-ylsulfonyl)furan-2-carbonyl]oxylithium